(S)-4-(4-((4-(3-aminopiperidin-1-yl)-5-(1-(difluoromethyl)-1H-pyrazol-4-yl)pyridin-2-yl)amino)pyrimidin-2-yl)-3-fluoro-5-methoxy-N,N-dimethylbenzamide hydrochloride Cl.N[C@@H]1CN(CCC1)C1=CC(=NC=C1C=1C=NN(C1)C(F)F)NC1=NC(=NC=C1)C1=C(C=C(C(=O)N(C)C)C=C1OC)F